CC(C=O)=CC=C(C)C 2,5-dimethyl-2,4-hexadienal